ClC=1C=2N(C=CC1)C(=NN2)SCCCOC2=C(OC1=CC=CC=C1C2=O)C2=C(C=CC=C2)OC 3-(3-((8-chloro-[1,2,4]triazolo[4,3-a]pyridin-3-yl)thio)propoxy)-2-(2-methoxyphenyl)-4H-chromen-4-one